(R)-N2,N2-dibenzyl-N5-ethyl-3-nitro-N5-(1-(tetrahydro-2H-pyran-4-yl)ethyl)pyridine-2,5-diamine C(C1=CC=CC=C1)N(C1=NC=C(C=C1[N+](=O)[O-])N([C@H](C)C1CCOCC1)CC)CC1=CC=CC=C1